2-(4-bromo-3-chloro-2-fluoro-phenyl)acetic acid methyl ester COC(CC1=C(C(=C(C=C1)Br)Cl)F)=O